O=S1(CCN(CC1)C1=C(CN2CCCC23CCN(CC3)C(=O)OC(C)(C)C)C=CC(=C1)C(F)(F)F)=O tert-butyl 1-(2-(1,1-dioxothiomorpholinyl)-4-(trifluoromethyl) benzyl)-1,8-diazaspiro[4.5]decane-8-carboxylate